ClCCCC(C1=C(C=CC(=C1)F)F)=CC(C)(S(=O)N)C (4-chloro-1-(2,5-difluorophenyl)butylidene)-2-methylpropane-2-sulfinamide